O(C)C1=CC2=C(C[C@H]3CCCCC[C@@]2(C3)C)C=C1 (5R,11S)-5,6,7,8,9,10,11,12-octahydro-3-methoxyl-5-methyl-5,11-methylenebenzocyclodecene